(Z)-1-methoxy-4-(2-((1-methoxypropan-2-yl)oxy)-1-phenylvinyl)benzene COC1=CC=C(C=C1)\C(=C/OC(COC)C)\C1=CC=CC=C1